C1(CC1)C1=CC(=C2C(COCC2=C1)=O)F 7-cyclopropyl-5-fluoroisochroman-4-one